N-(2'-fluoro-4-methyl-[1,1'-biphenyl]-2-yl)pyridin-3-amine FC1=C(C=CC=C1)C1=C(C=C(C=C1)C)NC=1C=NC=CC1